OC1=CC=2C(C3=CC=CC=C3C2C=C1B(O)O)(C)C (2-hydroxy-9,9-dimethyl-9H-fluoren-3-yl)boronic acid